(2r,3s)-2-(3-aminopropyl)-3-((tert-butyldimethylsilyl)oxy)piperidine-1-carboxylic acid tert-butyl ester C(C)(C)(C)OC(=O)N1[C@@H]([C@H](CCC1)O[Si](C)(C)C(C)(C)C)CCCN